N-((S)-1-(((R)-3-methyl-1-((1R,7S)-11-methyl-2,6-dioxo-9-phenyl-3,5-dioxa-9,11-diaza-4-borabicyclo[5.3.1]undecan-4-yl)butyl)amino)-1-oxo-3-phenylpropan-2-yl)pyrazine-2-carboxamide CC(C[C@@H](B1OC([C@H]2CN(C[C@@H](C(O1)=O)N2C)C2=CC=CC=C2)=O)NC([C@H](CC2=CC=CC=C2)NC(=O)C2=NC=CN=C2)=O)C